C(C=C)N1N(C2=NC(=NC=C2C1=O)NC1=CC=C(C=C1)N1CCN(CC1)C)C=1C=C2[C@](CCC2=C(C1)F)(C)O (R)-2-allyl-1-(7-fluoro-3-hydroxy-3-methyl-2,3-dihydro-1H-inden-5-yl)-6-((4-(4-methylpiperazin-1-yl)phenyl)amino)-1,2-dihydro-3H-pyrazolo[3,4-d]pyrimidin-3-one